2-(1'-acryl-1',2',5',6'-tetrahydro-[2,3'-bipyridin]-5-yl)propionic acid C(=O)(C=C)N1CC(=CCC1)C1=NC=C(C=C1)C(C(=O)O)C